1-bromo-2,4,6-trimethylbenzene BrC1=C(C=C(C=C1C)C)C